C(C1=CC=CC=C1)[C@@H]1COC2=CC=C(C=C2[C@H]1O)C (3R,4S)-3-benzyl-6-methylchroman-4-ol